3-[2-oxo-6-(4-piperidylmethyl)benzo[cd]indol-1-yl]piperidine-2,6-dione O=C1N(C2=CC=C(C=3C2=C1C=CC3)CC3CCNCC3)C3C(NC(CC3)=O)=O